S1C=NC2=C1C=CC(=C2)CN(C(=O)[C@@H]2[C@@H]1C[C@@H]1CN2S(=O)(=O)C2=CC=C(C)C=C2)C2CCC(CC2)(C)C (1R,2S,5S)-N-(benzo[d]thiazol-5-ylmethyl)-N-(4,4-dimethylcyclohexyl)-3-tosyl-3-azabicyclo[3.1.0]hexane-2-carboxamide